methyl-bis(trimethylsiloxy)methacryloxymethylsilane C[Si](COC(C(=C)C)=O)(O[Si](C)(C)C)O[Si](C)(C)C